1-[2-chloro-4-[[6-[(1S,4S)-2,5-diazabicyclo[2.2.1]heptan-2-yl]-7-fluoro-pyrido[3,2-d]pyrimidin-4-yl]amino]-3-fluoro-phenyl]cyclobutanecarbonitrile ClC1=C(C=CC(=C1F)NC=1C2=C(N=CN1)C=C(C(=N2)N2[C@@H]1CN[C@H](C2)C1)F)C1(CCC1)C#N